tetramethyl-1,3-cyclobutane-dione CC1(C(C(C1=O)(C)C)=O)C